O=C1NC(CCC1C1=CC(=C(C=C1)N1CCC(CC1)(O[Si](C)(C)C)CC(=O)OC(C)(C)C)F)=O tert-butyl 2-[1-[4-(2,6-dioxo-3-piperidyl)-2-fluoro-phenyl]-4-trimethylsilyloxy-4-piperidyl]acetate